4-(3-(2-((sulfamoyl)(cyclopropyl)amino)ethyl)azetidine-1-yl)-6,7-dimethoxyquinazoline S(N)(=O)(=O)N(CCC1CN(C1)C1=NC=NC2=CC(=C(C=C12)OC)OC)C1CC1